FC1=CC=C(C=N1)N1CC(C1)CC=O 2-[1-(6-fluoropyridin-3-yl)azetidin-3-yl]ethanone